ClC1=CC(=C(OCC=2C=NC=C(C#N)C2)C=C1OCC1=C(C(=CC=C1)C=1C=NC=C(C1)COC1=C(C=C(C(=C1)OCC=1C=NC=C(C1)C#N)C=O)Cl)C)C=O 5-((4-Chloro-5-((3-(5-((2-chloro-5-((5-cyanopyridin-3-yl)methoxy)-4-formylphenoxy)methyl)pyridin-3-yl)-2-methylbenzyl)oxy)-2-formylphenoxy)methyl)nicotinonitrile